OC=1C=CC2=C(N=C(S2)CNC(=O)C2(CC3=CC=CC=C3C2)CC(=O)O)C1 2-[2-[(5-hydroxy-1,3-benzothiazol-2-yl)methylcarbamoyl]indan-2-yl]acetic acid